2-(5-((6R,8S,9S)-9-phenyl-6,7,8,9-tetrahydro-6,8-epoxyimidazo[1,2-a:5,4-b']dipyridin-2-yl)pyrimidin-2-yl)propan-2-ol C1(=CC=CC=C1)[C@H]1[C@@H]2C[C@H](C=3N1C1=NC(=CC=C1N3)C=3C=NC(=NC3)C(C)(C)O)O2